OC1=CC=C(C=C1)C(C1=CC=C(C=C1)S(=O)(=O)O)C1=CC=C(C=C1)O 4-(di[4-hydroxyphenyl]methyl)benzenesulfonic acid